C1=C(C=C(C=C1O)O)CC(=O)O The molecule is a monocarboxylic acid that is phenylacetic acid carrying two hydroxy substituents at positions 3 and 5 on the benzene ring. It has a role as a drug metabolite. It is a monocarboxylic acid, a member of resorcinols and a member of phenylacetic acids. It derives from a phenylacetic acid.